melamine aluminum salt [Al].N1=C(N)N=C(N)N=C1N